4-(5-chloro-2-oxo-2,3-dihydro-1H-1,3-benzodiazol-1-yl)-N-(3,4-dichlorophenyl)piperidine-1-carboxamide ClC1=CC2=C(N(C(N2)=O)C2CCN(CC2)C(=O)NC2=CC(=C(C=C2)Cl)Cl)C=C1